tert-butyl-(2-methylbut-3-en-2-yl) carbonate C(OC(CC(C)(C)C)(C=C)C)([O-])=O